BrCCCCCOC(C(C)(C)C1=CC(=C2[C@H]3[C@@H](C(OC2=C1)(C)C)CC=C(C3)C)O)=O 5-bromopentyl-2-((6aS,10aR)-6a,7,10,10a-tetrahydro-1-hydroxy-6,6,9-trimethyl-6H-benzo[c]chromen-3-yl)-2-methylpropanoate